CC1(CCC2=CC(=CC=C12)/C=C(/C=C/C=O)\C)C (2E,4E)-5-(1,1-dimethyl-2,3-dihydro-1H-inden-5-yl)-4-methylpenta-2,4-dienal